2,6-diphenyl-5-cyanopyrimidin-4-one C1(=CC=CC=C1)C1=NC(=C(C(N1)=O)C#N)C1=CC=CC=C1